trans-2,2-dichloro-3-phenylcyclopropanecarboxylic acid methyl ester COC(=O)[C@@H]1C([C@H]1C1=CC=CC=C1)(Cl)Cl